N-[(2R,3S)-3-{[4-fluoro-3-(trifluoromethyl)phenyl]carbamoyl}-7-(propan-2-ylidene)bicyclo[2.2.1]heptan-2-yl]-3-methoxypyridine-4-carboxamide FC1=C(C=C(C=C1)NC(=O)[C@@H]1[C@@H](C2CCC1C2=C(C)C)NC(=O)C2=C(C=NC=C2)OC)C(F)(F)F